N-(2-(dimethylamino)ethyl)-1-(2-(4-methoxyphenyl)-3,4-dimethyl-2H-pyrazolo[3,4-d]pyridazin-7-yl)piperidine-3-carboxamide CN(CCNC(=O)C1CN(CCC1)C1=NN=C(C=2C1=NN(C2C)C2=CC=C(C=C2)OC)C)C